tert-Butyl 4-(naphthalen-1-ylmethyl)piperazine-1-carboxylate C1(=CC=CC2=CC=CC=C12)CN1CCN(CC1)C(=O)OC(C)(C)C